BrC=1C=C(C=CC1)[C@H](CC(=O)O)NC(CNC(=O)C1=CC(=C2C=NNC2=C1)NC=1NCC(CN1)F)=O (3S)-3-(3-bromophenyl)-3-(2-(4-((5-fluoro-1,4,5,6-tetrahydropyrimidin-2-yl)amino)-1H-indazole-6-carboxamido)acetamido)propanoic acid